C(C)(=O)NC=1C(=CN(C(C1)=O)C1(CC1)C(F)F)C(=O)[O-] 4-Acetylamino-1-(1-(difluoromethyl)cyclopropyl)-6-oxo-1,6-dihydropyridine-3-carboxylate